1-(1-bicyclo[1.1.1]pentanyl)ethanone C12(CC(C1)C2)C(C)=O